O=C1NC(CCC1N1CC2=CC(=C(C=C2C1)F)N1C(CN(CC1C)CC1CCN(CC1)C1=CC=C(C=C1)[C@H]1[C@H](CCC2=CC(=CC=C12)O)C1=CC=CC=C1)C)=O 2-(2,6-dioxopiperidin-3-yl)-5-fluoro-6-(4-((1-(4-((1R,2S)-6-hydroxy-2-phenyl-1,2,3,4-tetrahydronaphthalen-1-yl)phenyl)piperidin-4-yl)methyl)-2,6-dimethylpiperazin-1-yl)isoindoline